6-(2-bromo-5-methoxybenzyl)-1-methyl-1,6-dihydro-2H-pyrido[3',2':6,7]azepino[4,3,2-cd]isoindol-2-one BrC1=C(CN2C3=C(C=C4N(C(C=5C=CC=C2C45)=O)C)C=CC=N3)C=C(C=C1)OC